N(=[N+]=[N-])CCCOC(=O)[C-]1C=CC=C1.[CH-]1C=CC=C1.[Fe+2] ferrocenecarboxylic acid-3-azidopropyl ester